(R)-1'-(((R)-tert-butylsulfinyl)amino)-1',3'-dihydrospiro[azetidine-3,2'-indene]-1-carboxylic acid tert-butyl ester C(C)(C)(C)OC(=O)N1CC2([C@@H](C3=CC=CC=C3C2)N[S@](=O)C(C)(C)C)C1